ClC1=CC=C(C=C1)NC(=O)NC1=CC(=CC=C1)N1CCOCC1 1-(4-chlorophenyl)-3-[3-(morpholin-4-yl)phenyl]Urea